N1(CCCC1)C1=NOC(=N1)C=1C=C(C=NC1)O 5-(3-(pyrrolidin-1-yl)-1,2,4-oxadiazol-5-yl)pyridin-3-ol